FC=1C=C(C=CC1C1=C(C=NC2=CC=C(C=C12)F)C(=O)N1CCN(CC1)S(=O)(=O)C)C1(CC1)C#N 1-(3-fluoro-4-(6-fluoro-3-(4-(methylsulfonyl)piperazine-1-carbonyl)quinolin-4-yl)phenyl)cyclopropanecarbonitrile